3,6-Dichloro-1-(3-((5-methyl-4-nitro-1-(oxepan-3-yl)-1H-pyrazol-3-yl)oxy)propyl)-1H-pyrazolo[3,4-d]pyrimidine ClC1=NN(C2=NC(=NC=C21)Cl)CCCOC2=NN(C(=C2[N+](=O)[O-])C)C2COCCCC2